2-[4-(4-dimethylamino-phenyl)-1,3-butadienyl]-benzothiazole CN(C1=CC=C(C=C1)C=CC=CC=1SC2=C(N1)C=CC=C2)C